t-butyl (2S)-2,4-dicarbamoyl-4-((3,5-dibromo-1H-pyrazol-1-yl)methyl)pyrrolidine-1-carboxylate C(N)(=O)[C@H]1N(CC(C1)(CN1N=C(C=C1Br)Br)C(N)=O)C(=O)OC(C)(C)C